C(C)OC1=NC=CC=C1C1=CC(=C2C(=N1)C(=NN2C(C)C)C)NCC2=NNC(=C2)C 5-(2-ethoxypyridin-3-yl)-1-isopropyl-3-methyl-N-((5-methyl-1H-pyrazol-3-yl)methyl)-1H-pyrazolo[4,3-b]pyridin-7-amine